(R)-N-(4-(7-(8-ethynyl-7-fluoro-3-hydroxynaphthalen-1-yl)-8-fluoro-2-((1-(morpholinomethyl)cyclopropyl)methoxy)pyrido[4,3-d]pyrimidin-4-yl)-1,4-oxazepan-6-yl)-N-(methyl-d3)acryl-amide C(#C)C=1C(=CC=C2C=C(C=C(C12)C1=C(C=2N=C(N=C(C2C=N1)N1CCOC[C@@H](C1)N(C(C=C)=O)C([2H])([2H])[2H])OCC1(CC1)CN1CCOCC1)F)O)F